O=C1N(CCN(C1)CC(F)(F)F)C=1C=NN(C1)C12CC(C1)(C2)NC(OC(C)(C)C)=O tert-butyl (3-{4-[2-oxo-4-(2,2,2-trifluoroethyl)piperazin-1-yl]-1H-pyrazol-1-yl}bicyclo[1.1.1]pentan-1-yl)carbamate